BrC1=CC=C(C=C1)/C=C/C(=O)C1=C(C=CC=C1)C1=CC(=CC=C1)F (E)-3-(4-bromophenyl)-1-(2-(3-fluorophenyl)phenyl)propen-1-one